[Co+3].N1(N=CC=C1)C1=NC=CC(=C1)C(C)(C)C.N1(N=CC=C1)C1=NC=CC(=C1)C(C)(C)C.N1(N=CC=C1)C1=NC=CC(=C1)C(C)(C)C tris[2-(1H-pyrazole-1-yl)-4-tert-butylpyridine] cobalt(III)